methyl (1r,3r)-3-[(8-ethoxy-8-oxooctyl)(4-methyl-1,4-diazepane-1-carbonyl)amino]cyclobutane-1-carboxylate C(C)OC(CCCCCCCN(C1CC(C1)C(=O)OC)C(=O)N1CCN(CCC1)C)=O